ClC1=CC2=C(N(C(N2C2CCN(CC2)C2CCC(CC2)C(F)(F)F)=O)CCN2CCOCC2)C=C1Cl 5,6-dichloro-1-(2-morpholinoethyl)-3-(1-(4-(trifluoromethyl)cyclohexyl)piperidin-4-yl)-1,3-dihydro-2H-benzo[d]imidazol-2-one